N-(3-Cyano-4-methyl-1H-indol-7-yl)-5-(2-hydroxyethyl)-1-methyl-pyrazol-4-sulfonamid C(#N)C1=CNC2=C(C=CC(=C12)C)NS(=O)(=O)C=1C=NN(C1CCO)C